NC=1C=CC=C(C1Cl)N 3,5-diamino-p-chlorobenzene